ethyl (Z)-3-methoxy-2-butenoate CO\C(=C/C(=O)OCC)\C